2-(3,5-bis(methoxymethoxy)phenyl)-4,4,5,5-tetramethyl-1,3,2-dioxaborolane COCOC=1C=C(C=C(C1)OCOC)B1OC(C(O1)(C)C)(C)C